trans-4-(2-Hydroxyacetamido)-N-(4-(1-isopropyl-1H-pyrazol-4-yl)pyridin-2-yl)-N-((trans-4-(4-methoxy-3-methylphenyl)cyclohexyl)methyl)cyclohexanecarboxamide di-sodium borate B([O-])([O-])O.[Na+].[Na+].OCC(=O)N[C@@H]1CC[C@H](CC1)C(=O)N(C[C@@H]1CC[C@H](CC1)C1=CC(=C(C=C1)OC)C)C1=NC=CC(=C1)C=1C=NN(C1)C(C)C